N=1NC=C2C1C(NC2)=O 2,4-dihydropyrrolo[3,4-c]pyrazol-6-one